3-[3'-Adamant-1-yl-4'-hydroxy-2-carboxymethoxyimino-methyl-biphenyl-4-yl]-acrylic acid C12(CC3CC(CC(C1)C3)C2)C=2C=C(C=CC2O)C=2C(C(C(=CC2)C=CC(=O)O)C)=NOCC(=O)O